(S)-3-(2-(tert-butoxy)-2-oxoethoxy)piperidine-1-carboxylic acid phenylmethyl ester C1(=CC=CC=C1)COC(=O)N1C[C@H](CCC1)OCC(=O)OC(C)(C)C